5-(trifluoromethyl)dihydrofuran-2(3H)-one FC(C1CCC(O1)=O)(F)F